COC(CSC1=NC2=CC(=CC=C2C=C1)C=CC=1C=C(C=CC1)O)OC 3-(2-(2-((2,2-dimethoxyethyl)thio)quinolin-7-yl)vinyl)phenol